tert-butyl (3-((3-fluoro-2-((pyridazin-3-ylmethyl)amino) phenyl)carbamoyl)isoxazol-4-yl)carbamate FC=1C(=C(C=CC1)NC(=O)C1=NOC=C1NC(OC(C)(C)C)=O)NCC=1N=NC=CC1